1-methyl-4-[4-(3-methyl-2-oxo-2,3-dihydro-1,3-benzoxazol-6-yl)piperidin-1-yl]-2-oxo-1,2-dihydroquinoline-3-carbonitrile CN1C(C(=C(C2=CC=CC=C12)N1CCC(CC1)C1=CC2=C(N(C(O2)=O)C)C=C1)C#N)=O